ClC1=C(C=CC(=N1)NN1C=C2CCCCC2=C1)C(F)(F)F 2-{[6-chloro-5-(trifluoromethyl)-2-pyridyl]amino}-4,5,6,7-tetrahydroisoindole